FC(CN1N=CC=2C1=NC(=CN2)N2CC1(CC2)CN(CCC1)C1=CC=CC=C1)F 2-[1-(2,2-difluoroethyl)-1H-pyrazolo[3,4-b]pyrazin-6-yl]-7-phenyl-2,7-diazaspiro[4.5]decane